C1(=CCC1)P(O)(=O)CC1=CC=CC=C1 cyclobutenyl-benzyl-phosphinic acid